ethyl (2Z)-2-[(Z)-2,5-difluoro-4-[(2R)-2-[[(3-methylpyridin-2-yl)oxy]methyl]pyrrolidin-1-yl]benzoyl]-3-ethoxyprop-2-enoate FC1=C(C(=O)/C(/C(=O)OCC)=C/OCC)C=C(C(=C1)N1[C@H](CCC1)COC1=NC=CC=C1C)F